(β-maleimidopropionamido)hexanoate C1(C=CC(N1CCC(=O)NC(C(=O)[O-])CCCC)=O)=O